3-(adamantan-1-ylmethoxy)-N-(pyridin-3-yl)thiophene-2-carboxamide C12(CC3CC(CC(C1)C3)C2)COC2=C(SC=C2)C(=O)NC=2C=NC=CC2